6,8-dimethyl-chroman-4-one CC=1C=C2C(CCOC2=C(C1)C)=O